5-Cyclopropyl-3-methyl-2-(6-(((tetrahydro-2H-pyran-4-yl)amino)methyl)pyridazin-3-yl)phenol C1(CC1)C=1C=C(C(=C(C1)O)C=1N=NC(=CC1)CNC1CCOCC1)C